[Al](Cl)(Cl)Cl.C(CCC)N1CN(C=C1)C 1-butyl-3-methylimidazole aluminum trichloride salt